C(C)OC1=C(C=C(C=C1)S(=O)(=O)N1CC(C1)N1CC(C1)CO)C=1NC(C2=C(N1)C(=NN2C)CCC)=O 5-(2-ethoxy-5-((3-(hydroxymethyl)-[1,3'-biazetidin]-1'-yl)sulfonyl)phenyl)-1-methyl-3-propyl-1,6-dihydro-7H-pyrazolo[4,3-d]pyrimidin-7-one